C1(CC1)OC=1C(=C(C=CC1)C1=C(C=C(C=C1)NC1(CCOCC1)C(=O)O)COC1CC1)C 4-((3'-Cyclopropoxy-2-(cyclopropoxymethyl)-2'-methyl-[1,1'-biphenyl]-4-yl)amino)tetrahydro-2H-pyran-4-carboxylic acid